C(C)(=O)OC(COC(C)(C)C)C propylene glycol monotert-butyl ether acetate